5,8-Bis(trifluoromethyl)-1,6-naphthyridin-3-amine FC(C1=C2C=C(C=NC2=C(C=N1)C(F)(F)F)N)(F)F